NC=1C=C(C=CC1OC(C)C)C(C)=O 1-(3-amino-4-isopropoxyphenyl)ethanone